ClC1=C2C(=NC=C1)CCC2 4-chloro-6,7-dihydro-5h-cyclopenta[b]pyridine